FC(OC=1C=C2NC(C=3N(C2=C(C1)C)C(=NN3)C)(C)C)F 7-(difluoro-methoxy)-1,4,4,9-tetramethyl-5H-[1,2,4]triazolo[4,3-a]quinoxaline